C(C)(C)NC1=C(C=C(C=C1)C=1CCN(CC1)C(=O)OC(C)(C)C)[N+](=O)[O-] tert-butyl 4-(4-(isopropylamino)-3-nitrophenyl)-3,6-dihydropyridine-1(2H)-carboxylate